C(C1CO1)OC(C)(C)C tertbutyl glycidyl ether